[N+](=[N-])=CC(CC[C@@H](C(=O)OC(C)C)NC([C@H](C)S(=O)(=O)C)=O)=O isopropyl (S)-6-diazo-2-((S)-2-(methylsulfonyl) propanamido)-5-oxohexanoate